4-((2-cyanophenyl)thio)-6-(5-methyl-1-(1-(pyridin-2-ylmethyl)piperidin-4-yl)-1H-pyrazol-4-yl)pyrazolo[1,5-a]pyridine-3-carbonitrile C(#N)C1=C(C=CC=C1)SC=1C=2N(C=C(C1)C=1C=NN(C1C)C1CCN(CC1)CC1=NC=CC=C1)N=CC2C#N